(2,2-dimethyl-2,3-dihydro-[1,4]dioxino[2,3-b]pyridin-7-yl)ethan-1-ol CC1(OC=2C(=NC=C(C2)C(C)O)OC1)C